Dimethylsilyl-bis(tetrahydroindenyl)zirconium difluoride [F-].[F-].C[SiH](C)[Zr+2](C1CCC2CC=CC=C12)C1CCC2CC=CC=C12